5-(3-(4-(6-chloropyridazin-3-yl)piperazin-1-yl)propyl)pyrrolo[1,2-a]quinoxalin-4(5H)-one ClC1=CC=C(N=N1)N1CCN(CC1)CCCN1C(C=2N(C3=CC=CC=C13)C=CC2)=O